C(C)SC=1C(=NC=CC1)C=1OC2=NC=C(C=C2N1)S(=O)C(F)(F)F 2-(3-ethylsulfanylpyridin-2-yl)-6-(trifluoromethylsulfinyl)oxazolo[5,4-b]pyridine